C(C)(C)(C)OC(=O)N1CCC(CC1)C=1N=NC(=CC1C)N 4-(6-amino-4-methyl-pyridazin-3-yl)-piperidine-1-carboxylic acid tert-butyl ester